1-(3-bicyclo[1.1.1]pentanyl)-N-(3-cyano-4-fluoro-1H-indol-7-yl)pyrazole-4-sulfonamide C12CC(C1)(C2)N2N=CC(=C2)S(=O)(=O)NC=2C=CC(=C1C(=CNC21)C#N)F